N-Aminoethyl-ethanolamin NCCNCCO